2-(methylamino)-5-(4,4,5,5-tetramethyl-1,3,2-dioxaborol-2-yl)nicotinic acid methyl ester COC(C1=C(N=CC(=C1)B1OC(C(O1)(C)C)(C)C)NC)=O